OC=1N=C2N(C(C1C(=O)N)=O)C=CS2 7-hydroxy-5-oxo-5H-thiazolo[3,2-a]pyrimidine-6-carboxamide